CN1C(=CC=C1C1=C(C=C(C=C1)C1=NNC(OC1)=O)C(F)(F)F)C#N 1-methyl-5-[4-(2-oxo-3,6-dihydro-2H-1,3,4-oxadiazin-5-yl)-2-(trifluoromethyl)phenyl]-1H-pyrrole-2-carbonitrile